2-(2-methylpyridin-3-yl)oxazole-4-carboxamide CC1=NC=CC=C1C=1OC=C(N1)C(=O)N